m-bromoterphenyl BrC=1C=C(C=CC1)C=1C(=CC=CC1)C1=CC=CC=C1